ClC=1C(=CC=C2N=CC(=NC12)C=1C=NN(C1)CCNCCO)OC1=CC2=C(N=C(N2COCC[Si](C)(C)C)C)C=C1 2-[2-[4-[8-Chloro-7-[2-methyl-3-(2-trimethylsilylethoxymethyl)benzimidazol-5-yl]oxy-quinoxalin-2-yl]pyrazol-1-yl]ethylamino]ethanol